N=1C=CN2NCCCC21 5,6,7,8-tetrahydro-imidazo[1,2-b]Pyridazine